C[C@H]1NC(C2=C(C=3C=4C=CC(=NC4C=CC3S2)N2C(=NC3=C2C=CC=C3)C=C)NC1)=O (R)-10-methyl-3-(2-vinyl-1H-benzo[d]imidazol-1-yl)-9,10,11,12-tetrahydro-8H-[1,4]diazepino[5',6':4,5]thieno[3,2-f]quinolin-8-one